tert-butyl-4-{5-fluoro-4-[(3-methyl-4-{[1,2,4]triazolo[1,5-a]pyridin-7-yloxy}phenyl)amino] quinazolin-6-yl}-1,2,3,6-tetrahydropyridine-1-carboxylate C(C)(C)(C)OC(=O)N1CCC(=CC1)C=1C(=C2C(=NC=NC2=CC1)NC1=CC(=C(C=C1)OC1=CC=2N(C=C1)N=CN2)C)F